N-[4-[(5-methylthiophen-2-yl)methylamino]phenyl]butanamide CC1=CC=C(S1)CNC1=CC=C(C=C1)NC(CCC)=O